ClC=1C=C(C=C(C1)C(F)(F)F)CC#N (3-chloro-5-(trifluoromethyl)phenyl)acetonitrile